ClC1=CC=C(C=C1)C=1C=CC=2N(N1)C=C(N2)CC(=O)OC(C)(C)C tert.Butyl 2-(6-(4-chlorophenyl)imidazo[1,2-b]pyridazin-2-yl)acetate